C(C)(C)(C)OC(=O)N[C@H](C)C=1C(=C(C=CC1)C(C(=O)OCC)(F)F)F (R)-ethyl 2-(3-(1-((tert-butoxycarbonyl)amino)ethyl)-2-fluorophenyl)-2,2-difluoroacetate